tert-butyl-3-(7-bromo-6-chloro-2-(((2R,7aS)-2-fluorotetrahydro-1H-pyrrolizin-7a(5H)-yl)methoxy)quinazolin-4-yl)-3,8-diazabicyclo[3.2.1]octane-8-carboxylate C(C)(C)(C)OC(=O)N1C2CN(CC1CC2)C2=NC(=NC1=CC(=C(C=C21)Cl)Br)OC[C@]21CCCN1C[C@@H](C2)F